6-[6-(Difluoromethyl)pyridin-3-yl]-2-(3-fluorophenyl)-N-[(3S,4R)-4-hydroxytetrahydrofuran-3-yl]-3-oxo-2,3-dihydropyridazine-4-carboxamide FC(C1=CC=C(C=N1)C=1C=C(C(N(N1)C1=CC(=CC=C1)F)=O)C(=O)N[C@H]1COC[C@@H]1O)F